C1(CC1)C1=NC(=CC(=N1)C(=O)O)N1[C@H]2CN(C[C@@H]1CC2)C 2-cyclopropyl-6-((1R,5S)-3-methyl-3,8-diazabicyclo[3.2.1]octan-8-yl)pyrimidine-4-carboxylic acid